C(C)C1(C=CC=C1)[Ru] 1-ethylcyclopentadienyl-ruthenium